(S)-5-(azetidin-2-ylmethoxy)-N-(1-(7-(5-chloropyrimidin-2-yl)-2-methylquinolin-5-yl)cyclopropyl)-2-methylbenzamide N1[C@@H](CC1)COC=1C=CC(=C(C(=O)NC2(CC2)C2=C3C=CC(=NC3=CC(=C2)C2=NC=C(C=N2)Cl)C)C1)C